BrC1=CC=C2C=C(N=CC2=C1)N 7-bromoisoquinolin-3-amine